C1(=CC=C(C=C1)N1C2=CC=CC=C2C=2C=CC(=CC12)Cl)C=1C(=CC=CC1)C1=CC=CC=C1 9-([1,1':2',1''-terphenyl]-4-yl)-2-chloro-9H-carbazole